C(CCCCC)C1(C=C(C(=O)OCC)C(=O)OCC)CC=CC=C1 diethyl (1-n-hexylbenzylidene)malonate